(3-(2-amino-5-fluorophenyl)prop-2-yn-1-yl)(6-methoxy-3-nitropyridin-2-yl)-carbamic acid tert-butyl ester C(C)(C)(C)OC(N(C1=NC(=CC=C1[N+](=O)[O-])OC)CC#CC1=C(C=CC(=C1)F)N)=O